NC1=C2C(=NC=N1)N(N=C2C2=CC=C(C=C2)NC(=O)C2=CN(C(=C(C2=O)C2=CC=C(C=C2)F)C(=O)N2CCC2)C(C)C)C2CCN(CC2)C(C(C)C)=O N-(4-(4-amino-1-(1-isobutyrylpiperidin-4-yl)-1H-pyrazolo[3,4-d]pyrimidin-3-yl)phenyl)-6-(azetidine-1-carbonyl)-5-(4-fluorophenyl)-1-isopropyl-4-oxo-1,4-dihydropyridine-3-carboxamide